4-[2-hydroxy-3-(3-methoxyphenylamino)propyl]-1,3-dihydroimidazole-2-thione OC(CC=1NC(NC1)=S)CNC1=CC(=CC=C1)OC